CS(=O)(=O)CC(=O)OC Methyl 2-methylsulfonylacetate